7-((2S,5S)-1,1,1-trifluoro-5-hydroxy-6-methylheptan-2-yl)hexadecahydro-1H-cyclopenta[a]phenanthren-3-ol FC([C@@H](CC[C@@H](C(C)C)O)C1CC2CC(CCC2C2CCC3CCCC3C12)O)(F)F